1-(2-iodophenyl)-(S)-1-hydroxyhexyl-(S)-2-propylcarbamate IC1=C(C=CC=C1)C[C@H](C)N(C([O-])=O)[C@H](CCCCC)O